N1(CCOCC1)C1=CC=C(C=N1)NC1=NC2=C(C=CC=C2C=N1)C1=NC=CC(=C1)NC(\C=C\C)=O (E)-N-(2-(2-((6-morpholinylpyridin-3-yl)amino)quinazolin-8-yl)pyridin-4-yl)but-2-enamide